C1(=CC=CC=C1)C1=NC=2N(C(=C1)N1CCCCC1)N=C(C2)C(=O)OCC Ethyl 5-phenyl-7-(piperidin-1-yl)pyrazolo[1,5-a]pyrimidine-2-carboxylate